Cl.C(C)(C)OC([C@@H](NC)C)=O N-methyl-alanine isopropyl ester hydrochloric acid salt